FC1=CC=C(C=C1)C1=CC(=C(C=C1)NC(OC(C)(C)C)=O)NC(C1=CC=C(C=C1)S(=O)(=N)C=1N(C(=CN1)C)COCC[Si](C)(C)C)=O tert-butyl N-[4-(4-fluorophenyl)-2-[[4-[[5-methyl-1-(2-trimethylsilylethoxymethyl)imidazol-2-yl]sulfonimidoyl]benzoyl]amino]phenyl]carbamate